O=C1N(CCC(C1)OC1OCCCC1)C1=CC=C(C(=O)NC2=CC(=CC=C2)C#CC2=NC=CC=C2)C=C1 4-(2-OXO-4-((TETRAHYDRO-2H-PYRAN-2-YL)OXY)PIPERIDIN-1-YL)-N-(3-(PYRIDIN-2-YLETHYNYL)PHENYL)BENZAMIDE